FC=1C=C(C(=NC1)O)[C@@H]1N(CCC1)C=1C=CC=2N(N1)C(=CN2)C2=NC=CC(=C2)C[C@H](C)O 5-fluoro-3-((R)-1-(3-(4-((S)-2-hydroxypropyl)pyridin-2-yl)imidazo[1,2-b]pyridazin-6-yl)pyrrolidin-2-yl)pyridin-2-ol